((1r,3r)-3-(4-(1-(4-hydroxyphenyl)ethyl)phenoxy)cyclobutyl)carbamate OC1=CC=C(C=C1)[C@@H](C)C1=CC=C(OC2CC(C2)NC([O-])=O)C=C1